N1N=NC=C1C1=CC=C(C=N1)N1CCN(CC1)CC1=CC=C2C(N(C(NC2=C1)=O)CC)=O 7-((4-(6-(1H-1,2,3-triazol-5-yl)pyridin-3-yl)piperazin-1-yl)methyl)-3-ethylquinazoline-2,4(1H,3H)-dione